(1-diphenylphosphanyl-3,4-dimethyl-9H-xanthen-2-yl)-diphenyl-phosphane C1(=CC=CC=C1)P(C1=C(C(=C(C=2OC3=CC=CC=C3CC12)C)C)P(C1=CC=CC=C1)C1=CC=CC=C1)C1=CC=CC=C1